FC1CN(CCC1C1=NNC2=CC=CC=C12)C=1C=CC2=C(N=C(O2)N2CCOCC2)C1 5-(3-fluoro-4-(1H-indazol-3-yl)piperidin-1-yl)-2-morpholinobenzo[d]oxazole